2-(2-hydroxy-3-tert-butyl-5-methylphenyl)-5-chloro-benzotriazole OC1=C(C=C(C=C1C(C)(C)C)C)N1N=C2C(=N1)C=CC(=C2)Cl